NC1=C([N+](=NC2=C(C=CC=C12)C=1C(=NC=CC1)F)[O-])C(NCCC)=O 4-amino-8-(2-fluoropyridin-3-yl)-3-(propylcarbamoyl)cinnoline 2-oxide